COC(=O)[C@H]1N(C[C@@H](C1)OC(F)F)C(=O)OC(C)(C)C (2S,4R)-4-(difluoromethoxy)pyrrolidine-1,2-dicarboxylic acid 1-(tert-butyl) ester 2-methyl ester